(S)-4-(2-(2-(3-(2-hydroxypropyl-amino)-3-oxopropyl)-5-methyl-1,2,3,4-tetrahydroisoquinolin-7-yl)-5-tosyl-5H-pyrrolo[2,3-b]pyrazin-7-yl)-N,N,2-trimethylbenzamide O[C@H](CNC(CCN1CC2=CC(=CC(=C2CC1)C)C=1N=C2C(=NC1)N(C=C2C2=CC(=C(C(=O)N(C)C)C=C2)C)S(=O)(=O)C2=CC=C(C)C=C2)=O)C